BrC=1C=C(C[C@H](CC(NO)=O)N2N=NC(=C2)CNC(C2=CC=C(C=C2)F)=O)C=CC1 (R)-N-{1-[1-(3-bromo-benzyl)-2-hydroxycarbamoyl-ethyl]-1H-[1,2,3]triazol-4-ylmethyl}-4-fluoro-benzamide